C1(=CC=CC=C1)P(CCCCCC[Si](OCC)(OCC)OCC)C1=CC=CC=C1 6-diphenylphosphinohexyltriethoxysilane